CN(CCNC(OCC1=CC=C(C=C1)C1=C2C(=NC(=C1)C=1SC=CN1)SC(=C2N)S(=O)CCCC)=O)C 4-(3-amino-2-(butylsulfinyl)-6-(thiazol-2-yl)thieno[2,3-b]pyridin-4-yl)benzyl (2-(dimethylamino)ethyl)carbamate